5-(2,6-difluoropiperazin-1-yl)-2,3-dihydro-1,4-benzodioxine FC1N(C(CNC1)F)C1=CC=CC=2OCCOC21